N-(4,5-dichloro-2-((2,5-dichloropyrimidin-4-yl)amino)phenyl)methanesulfonamide ClC1=CC(=C(C=C1Cl)NS(=O)(=O)C)NC1=NC(=NC=C1Cl)Cl